N1CC(C1)C1=C(C2=C(N=NC(=C2)C2=C(C=CC=C2)O)N1)Br 2-[6-(azetidin-3-yl)-5-bromo-7H-pyrrolo[2,3-c]Pyridazin-3-yl]Phenol